tert-butyl (1R,5S)-3-((R or S)-6-chloro-2-(4-(dimethylamino)butyl)-8-fluoro-7-(3-(methoxymethoxy)naphthalen-1-yl)quinazolin-4-yl)-3,8-diazabicyclo[3.2.1]octan-8-carboxylate ClC=1C=C2C(=NC(=NC2=C(C1C1=CC(=CC2=CC=CC=C12)OCOC)F)CCCCN(C)C)N1C[C@H]2CC[C@@H](C1)N2C(=O)OC(C)(C)C